[C@H]12CC(C[C@H](CCC1)N2)N(C=2SC=1N=C(N=CC1N2)C=2C=C(C=1N(C2)C=C(N1)C)C#N)C 6-{2-[(1R,5S)-9-Azabicyclo[3.3.1]non-3-yl(methyl)amino][1,3]thiazolo[5,4-d]pyrimidin-5-yl}-2-methylimidazo[1,2-a]pyridin-8-carbonitril